3,5-dimethyl-1-(4-isopropylphenyl)-1H-pyrazolo[3,4-b]pyridine CC1=NN(C2=NC=C(C=C21)C)C2=CC=C(C=C2)C(C)C